N'-benzidinetetrabenzoic acid C=1(C(=C(C(NC2=CC=CC=C2C(=O)O)=CC1)C1=CC=CC=C1C(=O)O)C1=CC=CC=C1C(=O)O)C1=CC=C(NC2=CC=CC=C2C(=O)O)C=C1